C12OCC(CC1)(C2)C=2N=C1N(C=C(C(=C1)OC(C)C)C(=O)O)C2 2-(2-oxabicyclo[2.2.1]hept-4-yl)-7-isopropoxyimidazo[1,2-a]pyridine-6-carboxylic acid